2-chloro-5-(1,3-oxazol-5-yl)-4-(trimethylstannyl)pyrimidine ClC1=NC=C(C(=N1)[Sn](C)(C)C)C1=CN=CO1